(1-methyl-1,5,6,8-tetrahydropyrazolo[4,3-a]pyrrolizine-3b(4H)-yl)methanol CN1N=CC2=C1CN1CCCC21CO